ethyl 4-(6-methylpyridin-2-yl)-1-(trans-3-((tosyloxy) methyl) cyclobutyl)-1H-pyrazole-3-carboxylate CC1=CC=CC(=N1)C=1C(=NN(C1)[C@@H]1C[C@H](C1)COS(=O)(=O)C1=CC=C(C)C=C1)C(=O)OCC